1,7-dichloro-octamethyltetrasiloxane Cl[Si](O[Si](O[Si](O[Si](Cl)(C)C)(C)C)(C)C)(C)C